C(C)(C)(C)C1=CC(=C(C=C1OC)CC=1N=C2N(C=CC(=C2)C(=O)NC2(CC2)C(F)(F)F)C1)F 2-[(4-tert-butyl-2-fluoro-5-methoxy-phenyl)methyl]-N-[1-(trifluoromethyl)cyclopropyl]imidazo[1,2-a]pyridine-7-carboxamide